stearyl-1,3-diaminopropane C(CCCCCCCCCCCCCCCCC)C(CCN)N